C12COCC(CC1)N2C=2C1=C(N=CN2)NC(=C1)C1=CC=C(C=C1)NC(C)C1=NC=CC(=C1)CN1C[C@@H](CCC1)N (3R)-1-((2-(1-((4-(4-(3-oxa-8-azabicyclo[3.2.1]octan-8-yl)-7H-pyrrolo[2,3-d]pyrimidin-6-yl)phenyl)amino)ethyl)pyridin-4-yl)methyl)piperidin-3-amine